(2,4-difluorophenyl)(methyl)((4-(5-(trifluoromethyl)-1,2,4-oxadiazol-3-yl)phenyl)imino)-λ6-sulfanone FC1=C(C=CC(=C1)F)S(=O)(=NC1=CC=C(C=C1)C1=NOC(=N1)C(F)(F)F)C